ClC1=C(C=CC=2CCCCC12)NC([O-])=O (1-Chloro-5,6,7,8-tetrahydronaphthalen-2-yl)carbamate